N[C@H](C(=O)N(C)[C@H](C[C@@H](OC(CC(C)C)=O)C=1SC=C(N1)C(=O)N[C@H](C[C@@H](C(=O)OCC=C)C)CC1=CC=CC=C1)C(C)C)[C@H](CC)C (2S,4R)-allyl 4-(2-((1R,3R)-3-((2S,3S)-2-amino-N,3-dimethylpentanamido)-4-methyl-1-((3-methylbutanoyl)oxy)pentyl)thiazole-4-carboxamido)-2-methyl-5-phenylpentanoate